CO[Si](CC1CCCCC1)(OC)OC trimethoxy(cyclohexylmethyl)silane